N-(5-(N-(3-((4-hydroxyphenyl)amino)-3-oxopropyl)pentanamido)pentyl)benzamide OC1=CC=C(C=C1)NC(CCN(C(CCCC)=O)CCCCCNC(C1=CC=CC=C1)=O)=O